C(C)OC(=O)C=1C=NC(=NC1)NC(CO[Si](C)(C)C(C)(C)C)(C)C.BrC1=CC=C(CNS(=O)(=O)C)C=C1 N-(4-bromobenzyl)methanesulfonamide ethyl-2-[[2-[tert-butyl(dimethyl)silyl]oxy-1,1-dimethyl-ethyl]amino]pyrimidine-5-carboxylate